2,2-difluoro-6-hydroxy-N-phenylhexanamide FC(C(=O)NC1=CC=CC=C1)(CCCCO)F